4-(3-cyclopentyl-2,6-dimethyl-3H-thieno[2,3-d]imidazol-5-yl)-5-fluoro-N-(5-(4-methylpiperazin-1-yl)pyridin-2-yl)pyrimidin-2-amine C1(CCCC1)N1C(=NC2=C1SC(=C2C)C2=NC(=NC=C2F)NC2=NC=C(C=C2)N2CCN(CC2)C)C